ClC1=CC(=C(OCC2=CC=CC(=N2)OC2CCN(CC2)CC2=NC3=C(N2CC2=CN=CO2)C=C(C=C3)C(=O)O)C=C1)C#N 2-{[4-({6-[(4-chloro-2-cyanophenoxy)methyl]pyridin-2-yl}oxy)piperidin-1-yl]methyl}-1-[(1,3-oxazol-5-yl)methyl]-1H-1,3-benzodiazole-6-carboxylic acid